2-(bromobutoxy)tetrahydro-2H-pyran BrCCCCOC1OCCCC1